N1(N=CC=C1)C1=NC=CC(=C1)C=1C=CC=2C(=NC=C(N2)N2C[C@@H]3[C@]([C@@H]3CC2)(C2=C(C=CC=C2)F)CN)N1 ((1S,6R,7R)-3-(6-(2-(1H-pyrazol-1-yl)pyridin-4-yl)pyrido[2,3-b]pyrazin-2-yl)-7-(2-fluorophenyl)-3-azabicyclo[4.1.0]heptan-7-yl)methanamine